COCCOCC(N)C1=CC(=CC=C1)C(F)(F)F 2-(2-methoxyethoxy)-1-(3-(trifluoromethyl)phenyl)ethan-1-amine